1,1-dioxo-3,5-dihydro-2H-4,1λ6-benzoxathiepin-8-carboxamide O=S1(CCOCC2=C1C=C(C=C2)C(=O)N)=O